CN1C=NC(C2=CC=C(C=C12)B(O)O)=O (1-methyl-4-oxo-1,4-dihydroquinazolin-7-yl)boronic acid